methyl 3-chloro-5-((difluoromethyl)sulfonyl)benzoate ClC=1C=C(C(=O)OC)C=C(C1)S(=O)(=O)C(F)F